CC(C=C)=C(C)C 3,4-dimethyl-1,3-pentadiene